C(C)(=O)OC12CCC(CC1)CC2 bicyclo[2.2.2]octan-1-yl acetate